tert-butyl 4-[3-chloro-5-(p-tolylmethoxycarbonyl)-2-pyridyl]piperazine-1-carboxylate ClC=1C(=NC=C(C1)C(=O)OCC1=CC=C(C=C1)C)N1CCN(CC1)C(=O)OC(C)(C)C